S(=O)(=O)(O)OC=1C(C(=O)[O-])=CC=CC1 Sulfosalicylat